C(C)N(C1=CC=C2C=C(C(OC2=C1)=O)C(=O)O)CC 7-Diethylaminocoumarin-3-carboxylic acid